di-tert-butyl (3,6,12,15-tetraoxa-9-azaheptadecane-1,17-diyl)dicarbamate C(COCCOCCNCCOCCOCCNC(OC(C)(C)C)=O)NC(OC(C)(C)C)=O